FC1=NC(=C2N=CN(C2=N1)C1OCC1)NC\C=C(/CO)\C 2-fluoro-6-(Z)-[(4-hydroxy-3-methylbut-2-en-1-yl)amino]-9-(oxetan-2-yl)-9H-purine